N1C(C=NC2=C1C=CC=N2)=O pyrazinopyridinone